2-amino-N-((1r,4r)-4-hydroxycyclohexyl)-5-(4-((1r,5s)-3-isopropyl-3-azabicyclo[3.1.0]hex-1-yl)phenyl)nicotinamide NC1=C(C(=O)NC2CCC(CC2)O)C=C(C=N1)C1=CC=C(C=C1)[C@@]12CN(C[C@H]2C1)C(C)C